O=C1NCCC12CNCC2 1-Oxo-2,7-diazaspiro[4.4]nonane